ClC=1C=NN(C1C1=NN2C(N(CCC2)CC2=CC(=C(C=C2)C=2N=NC=CC2OC)Cl)=C1)C(C)C 2-(4-chloro-1-isopropyl-1H-pyrazol-5-yl)-4-(3-chloro-4-(4-methoxypyridazin-3-yl)benzyl)-6,7-dihydropyrazolo[1,5-a]pyrimidin